1-(benzofuran-5-yl)-3-(dimethylamino)propan-1-one O1C=CC2=C1C=CC(=C2)C(CCN(C)C)=O